C1(CC1)NC(C1=C(C=C(C=C1OC)C1=CN=C2N1C=CC(=C2)OCCN2CC(CCC2)F)OC(F)F)=O N-cyclopropyl-2-(difluoromethoxy)-4-[7-[2-(3-fluoro-1-piperidyl)ethoxy]imidazo[1,2-a]pyridin-3-yl]-6-methoxy-benzamide